4-isopropyl-6-methylpyridin-2(1H)-one C(C)(C)C1=CC(NC(=C1)C)=O